4-(bromomethyl)-N-tert-butylbenzamide BrCC1=CC=C(C(=O)NC(C)(C)C)C=C1